FC1=CC=C(C=N1)N1CC2(C1)C[C@@H](CC2)N2CCC(CC2)C2=C(C=CC=C2)C2CCOCC2 (R)-2-(6-Fluoropyridin-3-Yl)-6-(4-(2-(tetrahydro-2H-pyran-4-Yl)phenyl)piperidin-1-Yl)-2-Azaspiro[3.4]octane